ClC=1C(=NC(=NC1)NC=1C=NN(C1)C)C1=CC=C(OCC(C#N)(C)C)C=C1 3-(4-(5-Chloro-2-((1-methyl-1H-pyrazol-4-yl)amino)pyrimidin-4-yl)phenoxy)-2,2-dimethylpropanenitrile